[Fe].[Fe].C1(=CC=CC=C1)C(CC(C)=O)=O.C1(=CC=CC=C1)C(CC(C)=O)=O.C1(=CC=CC=C1)C(CC(C)=O)=O tris(1-phenylbutane-1,3-dione) iron iron